4-acetyl-2-methyl-6-phenylquinoline-8-carbonitrile C(C)(=O)C1=CC(=NC2=C(C=C(C=C12)C1=CC=CC=C1)C#N)C